4-[2-(Cyclopropyl-methoxy)-5-(methansulfonyl)phenyl]-2-methylisochinolin-1(2H)-on C1(CC1)COC1=C(C=C(C=C1)S(=O)(=O)C)C1=CN(C(C2=CC=CC=C12)=O)C